N-(3,4-difluorophenyl)-5-methylbenzo[d]oxazol FC=1C=C(C=CC1F)N1COC2=C1C=C(C=C2)C